NCCCCCN (1S)-1,5-diaminopentane